C(C)(C)(C)OC(CN1C(OC2(C1=O)CCC1=C(C(=CC=C12)N)F)=O)=O 2-(5-amino-4-fluoro-2',4'-dioxo-2,3-dihydrospiro[indene-1,5'-oxazolidine]-3'-yl)acetic acid t-butyl ester